(5-(pyridin-4-ylmethyl)-1H-imidazol-2-yl)(thiazol-2-yl)methanol N1=CC=C(C=C1)CC1=CN=C(N1)C(O)C=1SC=CN1